N-hydroxy-7-[pyrazin-2-yl(pyrimidin-5-yl)amino]heptanamide ONC(CCCCCCN(C=1C=NC=NC1)C1=NC=CN=C1)=O